B(OC=1C(=NNC1CC)CC)(OC=1C(=NNC1CC)CC)OC=1C(=NNC1CC)CC tris(3,5-diethyl-pyrazolyl) borate